N-(3-(3-((2,6-Dioxopiperidin-3-yl)amino)phenyl)prop-2-yn-1-yl)-5-(4-(7-isopropyl-1,3-dimethyl-2-oxo-1,2-dihydroquinolin-5-yl)-3,4-dihydro-2H-benzo[b][1,4]oxazin-7-yl)picolinamide O=C1NC(CCC1NC=1C=C(C=CC1)C#CCNC(C1=NC=C(C=C1)C=1C=CC2=C(OCCN2C2=C3C=C(C(N(C3=CC(=C2)C(C)C)C)=O)C)C1)=O)=O